3-mercaptopropyl-triethoxysilane SCCC[Si](OCC)(OCC)OCC